((2S,4S,5R)-5-amino-4-methyltetrahydro-2H-pyran-2-yl)((S)-1-(4-fluorophenyl)-3,4-dihydroisoquinolin-2(1H)-yl)methanone N[C@@H]1[C@H](C[C@H](OC1)C(=O)N1[C@H](C2=CC=CC=C2CC1)C1=CC=C(C=C1)F)C